tetrahydrofuran-3-carboxylic acid 1,3-dioxoisoindolin-2-yl ester O=C1N(C(C2=CC=CC=C12)=O)OC(=O)C1COCC1